4-isothiocyanato-2-phenyl-3-(3,3,3-trifluoro-1-(thiophen-2-yl)propyl)-1H-indole N(=C=S)C1=C2C(=C(NC2=CC=C1)C1=CC=CC=C1)C(CC(F)(F)F)C=1SC=CC1